ClC=1C=CC=C2C=CC=C(C12)N1CC=2N=CN=C(C2CC1)N1CCNCC1 7-(8-chloronaphthalen-1-yl)-4-(piperazin-1-yl)-5,6,7,8-tetrahydropyrido[3,4-d]pyrimidine